3-glycidoxypropyl ether C(C1CO1)OCCCOCCCOCC1CO1